C(=O)C1=CC2=C(SC3=C2C=C(C=C3)C=O)C=C1 2,8-diformyl-dibenzo[b,d]thiophene